(S)-4-amino-7-fluoro-N-(1-(2-methoxy-4-(trifluoromethyl)phenyl)ethyl)-N-methylimidazo[1,5-a]quinoxaline-8-carboxamide NC=1C=2N(C3=CC(=C(C=C3N1)F)C(=O)N(C)[C@@H](C)C1=C(C=C(C=C1)C(F)(F)F)OC)C=NC2